COC1=C(CNC2=NC=3C(=CC(=CC3C=3N2N=C(N3)C3C(C3)C(C)(C)O)F)OC)C=CC(=C1)OC 2-(2-(5-((2,4-dimethoxybenzyl)amino)-9-fluoro-7-methoxy-[1,2,4]triazolo[1,5-c]quinazolin-2-yl)cyclopropyl)propan-2-ol